Cl.Cl.ClC1=CC=C(C=C1)C(CN)N 1-(4-chlorophenyl)ethane-1,2-diamine dihydrochloride